NCCOCC(C)O 1-(2-aminoethoxy)propan-2-ol